2-(bis(3-chloro-4-fluorophenyl)methyl)-N-(1-(dimethylamino)propan-2-yl)-1H-imidazole-5-sulfonamide ClC=1C=C(C=CC1F)C(C=1NC(=CN1)S(=O)(=O)NC(CN(C)C)C)C1=CC(=C(C=C1)F)Cl